OC1=CC2=C(C(C(=CO2)CC2=C(C=CC=C2)C)=O)C=C1 7-hydroxy-3-((o-methylphenyl)methyl)-4H-benzopyran-4-one